bromo-3-(cyclopentyloxy)pyridinecarboxaldehyde BrC1=C(C(=NC=C1)C=O)OC1CCCC1